(R)-(1-(4-(5-cyanopyridin-2-yl)piperazin-1-yl)-1-oxopropan-2-yl)carbamic acid tert-butyl ester C(C)(C)(C)OC(N[C@@H](C(=O)N1CCN(CC1)C1=NC=C(C=C1)C#N)C)=O